COC(=O)C=1SC(=CC1)NC(CC1=C(C=CC(=C1)Cl)OC)=O 5-[[2-(5-chloro-2-methoxy-phenyl)acetyl]amino]thiophene-2-carboxylic acid methyl ester